2-(1H-indazol-5-yl)-N-(1-methylcyclopropyl)pyrido[3,4-d]pyrimidin-4-amine N1N=CC2=CC(=CC=C12)C=1N=C(C2=C(N1)C=NC=C2)NC2(CC2)C